acryloxyoctyldimethylmethoxysilane C(C=C)(=O)OCCCCCCCC[Si](OC)(C)C